C1(CC1)COC1=C(C=C(C=C1)S(=O)(=O)C)C1=CN(C(C=2N1C=NC2)=O)C 5-[2-(cyclopropylmethoxy)-5-methyl-sulfonylphenyl]-7-methylimidazo[1,5-a]pyrazin-8-one